(3-(2-((3-hydroxy-bicyclo[1.1.1]pentan-1-yl)amino)-5-(trifluoromethyl)pyrimidin-4-yl)-1H-indol-7-yl)dimethylphosphine oxide OC12CC(C1)(C2)NC2=NC=C(C(=N2)C2=CNC1=C(C=CC=C21)P(C)(C)=O)C(F)(F)F